imidazo[2,1-f][1,2,4]triazin-2-ol N=1N2C(C=NC1O)=NC=C2